5-(1-aminoethyl)-3-(4-fluorophenyl)-7-methylquinoline-2-carbonitrile NC(C)C1=C2C=C(C(=NC2=CC(=C1)C)C#N)C1=CC=C(C=C1)F